2,2,2-Trifluoroethyl 2-[(5-cyano-2-pyridyl)methyl-(1-pyrimidin-2-ylethyl)amino]-2-oxo-acetate C(#N)C=1C=CC(=NC1)CN(C(C(=O)OCC(F)(F)F)=O)C(C)C1=NC=CC=N1